5-Methyl-2-trifluoromethylthiophene CC1=CC=C(S1)C(F)(F)F